2-[(2-bromopyridin-4-yl)methoxy]-6-[(4-methoxyphenyl)methoxy]benzaldehyde BrC1=NC=CC(=C1)COC1=C(C=O)C(=CC=C1)OCC1=CC=C(C=C1)OC